CC(C)(CCC[C@@H](C)[C@H]1CC[C@H]2[C@@H]3CC=C4[C@H]([C@H](CC[C@]4(C)[C@H]3CC[C@]12C)O)O)O Cholest-6(5)-en-3β,4β,25-triol